[3-[(2S)-2-[(tert-butoxycarbonyl)-amino]-4-carbamoylbutoxy]5-fluorophenyl]-hexanoic acid C(C)(C)(C)OC(=O)N[C@H](COC=1C=C(C=C(C1)F)C(C(=O)O)CCCC)CCC(N)=O